N'-diphenylmethyl-ethylenediamine C1(=CC=CC=C1)C(NCCN)C1=CC=CC=C1